FC1=C(C=O)C(=CC=C1NCCF)F 2,6-difluoro-3-((2-fluoroethyl)amino)benzaldehyde